(3R)-3-{[2-(4-fluorophenyl)-10-(trifluoromethyl)[1,2,4]triazolo[1,5-c]quinazolin-5-yl]amino}azepan-2-one FC1=CC=C(C=C1)C1=NN2C(=NC=3C=CC=C(C3C2=N1)C(F)(F)F)N[C@H]1C(NCCCC1)=O